(1S,2R)-3-amino-2-fluoro-1-(4-fluorophenyl)propan NC[C@@H](CC1=CC=C(C=C1)F)F